N=1C=C(N2C1C=CC=C2)CN 1-(imidazo[1,2-a]pyridin-3-yl)methylamine